[8-(4-piperidinyl)-4-isoquinolinyl]Hexahydropyrimidine-2,4-dione N1CCC(CC1)C=1C=CC=C2C(=CN=CC12)N1C(NC(CC1)=O)=O